NC1=C(C=CC=C1)C=1C=C2C(=NC1)NN=C2C(=O)C=2C(=C(C=CC2F)NS(=O)(=O)CCC)F N-(3-(5-(2-aminophenyl)-1H-pyrazolo[3,4-b]pyridine-3-carbonyl)-2,4-difluorophenyl)propane-1-sulfonamide